5-carboxyl-2-tetrahydrofuranmethanol methyl-acrylate CC(C(=O)OCC1OC(CC1)C(=O)O)=C